methyl (8S)-7-[(2S)-2-[[4-(2,4-difluorophenyl)benzoyl] amino]propanoyl]-1,4-dioxa-7-azaspiro[4.4]nonane-8-carboxylate FC1=C(C=CC(=C1)F)C1=CC=C(C(=O)N[C@H](C(=O)N2CC3(OCCO3)C[C@H]2C(=O)OC)C)C=C1